2-(4-fluorophenyl)-acetylhydrazine FC1=CC=C(C=C1)CC(=O)NN